tert-Butyl-(2S)-2-[4-chloro-2-(4-ethoxy-4,5-dihydroisoxazol-3-yl)phenoxy]propanoat C(C)(C)(C)OC([C@H](C)OC1=C(C=C(C=C1)Cl)C1=NOCC1OCC)=O